Methyl 2-(4-(2-methoxy-2-oxoethyl) phenyl)-2-methylpropionate COC(CC1=CC=C(C=C1)C(C(=O)OC)(C)C)=O